ClC1=C(OC=2C(=NC=CC2)OCC(=O)O)C=C(C(=C1)F)N1C(N(C(=CC1=O)C(C)(F)F)C)=O [(3-{2-chloro-5-[4-(1,1-difluoroethyl)-3-methyl-2,6-dioxo-3,6-dihydropyrimidin-1(2H)-yl]-4-fluorophenoxy}pyridin-2-yl)oxy]acetic acid